1-(3-(3,6-difluoro-9H-carbazol-9-yl)-2-hydroxy-2-methylpropyl)-3-fluoropiperidin-2-one FC=1C=CC=2N(C3=CC=C(C=C3C2C1)F)CC(CN1C(C(CCC1)F)=O)(C)O